(2-((6-chloro-2-methoxypyrimidin-4-yl)(3-hydroxypropyl)amino)ethyl)carbamic acid tert-butyl ester C(C)(C)(C)OC(NCCN(CCCO)C1=NC(=NC(=C1)Cl)OC)=O